[K].[Li] lithium-potassium salt